N1=CN=C(C=C1)N 4-Pyrimidin-amine